5-(5,6-dihydroindolizin-7-yl)-5H-imidazo[5,1-a]isoindole C=1C=CN2CCC(=CC12)C1N2C(C3=CC=CC=C13)=CN=C2